methyl 4-(2,3-dichloro-6-methoxyphenyl)piperidine-2-carboxylate ClC1=C(C(=CC=C1Cl)OC)C1CC(NCC1)C(=O)OC